5-hydroxy-4-methyl-5-(p-tolyl)pent-2-ene-1,1-diyl diacetate C(C)(=O)OC(C=CC(C(C1=CC=C(C=C1)C)O)C)OC(C)=O